ClC=1C=C2C(=C3C1NC(NC31CCC(CC1)(F)F)=O)OC(=N2)CN[C@H]2COCCC2 5-chloro-4',4'-difluoro-2-({[(3R)-oxan-3-yl]amino}methyl)-7,8-dihydro-6H-spiro[[1,3]oxazolo[5,4-f]quinazoline-9,1'-cyclohexane]-7-one